N-(4-(tert-butyl)benzyl)propan-1-amine hydrochloride Cl.C(C)(C)(C)C1=CC=C(CNCCC)C=C1